(E)-3-methyl-pyrrolidin-2-one CC1C(NCC1)=O